(7S)-3-[2-(3,3-Difluoropyrrolidin-1-yl)-2-oxoethyl]-7-methyl-2-[2-(2-oxo-1,2-dihydropyridin-1-yl)ethyl]-3H,6H,7H,8H,9H-imidazo[4,5-f]chinolin FC1(CN(CC1)C(CN1C(=NC2=C3CC[C@@H](NC3=CC=C21)C)CCN2C(C=CC=C2)=O)=O)F